7-(2,3-Dichloro-6-methoxyphenyl)-3-methylimidazo[1,2-a]pyridine-2-carboxylic acid ethyl ester C(C)OC(=O)C=1N=C2N(C=CC(=C2)C2=C(C(=CC=C2OC)Cl)Cl)C1C